CC(=O)C1=CC(=C(C(=C1)OC)OC)OC The molecule is a member of the class of acetophenones that is acetophenone substituted by methoxy groups at positions 3, 4 and 5 respectively. It is a member of acetophenones and a member of methoxybenzenes. It derives from an acetophenone.